2-bromo-5-oxo-4-oxatricyclo[4.2.1.03,7]nonane-9-carboxylic acid BrC1C2CC3C(C(OC13)=O)C2C(=O)O